CCC1(C2=CC=CC=C2C3=C1C=C(C=C3)Br)CC 2,4-diaminodiphenylmethane